3-methylbenzyl-amine CC=1C=C(CN)C=CC1